COC=1C=C(C(=C(C1O)O)C)C1=NC2=C(C=NC=C2)N1C 6-methoxy-3-methyl-4-(3-methyl-3H-imidazo[4,5-c]pyridin-2-yl)benzene-1,2-diol